OCCCCOC(C=C)=O 4-Hydroxybutyl-Acrylat